bromo(methoxymethoxy)methoxymethane bromide [Br-].BrCOCOCOC